COC1=CC=C(C=C1)N1C(=NN=C1C)[C@@H]1CC[C@H](CC1)OC1=NC=CC=C1 trans-2-((4-(4-(4-methoxyphenyl)-5-methyl-4H-1,2,4-triazol-3-yl)cyclohexyl)oxy)pyridine